bromoboric acid B(O)(O)Br